C(N)(OCCCCN1N=C(C=2C1=NC=NC2N)C=2NC1=CC=C(C=C1C2)O[Si](C)(C)C(C)(C)C)=O (4-(4-amino-3-(5-((tert-butyldimethylsilyl) oxy)-1H-indol-2-yl)-1H-pyrazolo[3,4-d]pyrimidin-1-yl) butyl) carbamate